N-(2-(4,5-difluoro-1H-indol-3-yl)ethyl)-N-isopropylpropan-2-amine FC1=C2C(=CNC2=CC=C1F)CCN(C(C)C)C(C)C